ONC(=O)C1=NOC(=C1)CCCOC1=CC=CC2=CC=CC=C12 N-hydroxy-5-(3-(naphthalen-1-yloxy)propyl)isoxazole-3-carboxamide